C1(=CC=C(C=C1)P(OC1=C(C=C(C=C1)C(C)(C)C)C(C)(C)C)([O-])=O)C1=CC=C(C=C1)P([O-])([O-])=O (2,4-di-t-butylphenyl) [1,1-biphenyl]-4,4'-diylbisphosphonate